FC(OC1=CC(=C(C=C1)C1=C2C(=C(N=N1)N[C@H]1CN(CCC1)C)C=NC=C2)F)F (R)-1-(4-(difluoromethoxy)-2-fluorophenyl)-N-(1-methylpiperidin-3-yl)pyrido[3,4-d]pyridazin-4-amine